N-Acetyl-β-glucosamine C(C)(=O)N[C@H]1[C@H](O)O[C@@H]([C@H]([C@@H]1O)O)CO